4-Cyclopropyl-7-fluoronaphthalene-1-amine C1(CC1)C1=CC=C(C2=CC(=CC=C12)F)N